3-(2-methoxypyridin-4-yl)-4-methylbicyclo[4.2.0]octa-1(6),2,4-trien-2-ol COC1=NC=CC(=C1)C1=C(C=2CCC2C=C1C)O